(±)-trans-tert-butyl-4-methoxy-3-(3-(trifluoromethyl)phenoxy)piperidine-1-carboxylate C(C)(C)(C)OC(=O)N1C[C@H]([C@@H](CC1)OC)OC1=CC(=CC=C1)C(F)(F)F |r|